[K+].C(CC(=O)[O-])(=O)[O-].[K+] malonic acid, potassium salt